2-[[4-[5-[(2S)-2-[2-(2-benzyloxyethoxy)ethoxy]propoxy]-1-tetrahydropyran-2-yl-pyrazolo[3,4-c]pyridin-3-yl]pyrazol-1-yl]methoxy]ethyl-trimethyl-silane C(C1=CC=CC=C1)OCCOCCO[C@H](COC=1C=C2C(=CN1)N(N=C2C=2C=NN(C2)COCC[Si](C)(C)C)C2OCCCC2)C